phenylphosphonic acid diisopropyl ester C(C)(C)OP(OC(C)C)(=O)C1=CC=CC=C1